C1(=CC=CC=C1)S(=O)(=O)O.C1(=CC=CC=C1)S(=O)(=O)O.FC1=CC=C(C=C1)C(CCCN1C[C@@H]2[C@@H](N3CCN(C=4C=CC=C2C34)C)CC1)=O 1-(4-fluorophenyl)-4-((6bR,10aS)-3-methyl-2,3,6b,7,10,10a-hexahydro-1H-pyrido[3',4':4,5]pyrrolo[1,2,3-de]quinoxalin-8(9H)-yl)butan-1-one dibenzenesulfonate